(2-(6-cyclopropylpyrazin-2-yl)pyrido[3,4-b]pyrazin-7-yl)methanamine C1(CC1)C1=CN=CC(=N1)C=1N=C2C(=NC1)C=NC(=C2)CN